BrC=1C(=NN2C1COCC2(C)C)C2=NC=C(C=C2)F 3-bromo-2-(5-fluoropyridin-2-yl)-7,7-dimethyl-6,7-dihydro-4H-pyrazolo[5,1-c][1,4]oxazine